FC=1C=C(C=C(C1)F)C1=NO[C@](C1)(C=C)C(=O)N[C@H]1CCOC1 (2S,4S)-4-({[(5R)-3-(3,5-difluorophenyl)-5-vinyl-4,5-dihydroisoxazole-5-yl]carbonyl}amino)tetrahydrofuran